3-[2-acetyl-3-[4-(4-chlorophenyl)phenyl]-3,4-dihydropyrazol-5-yl]-4-benzyl-6-chloro-1H-quinolin-2-one C(C)(=O)N1N=C(CC1C1=CC=C(C=C1)C1=CC=C(C=C1)Cl)C=1C(NC2=CC=C(C=C2C1CC1=CC=CC=C1)Cl)=O